C1(CC1)NC(C1=NC(=C(C=C1)N1CCN(CC1)CC1=CC=2C3=C(N(C(NC3=C1)=O)CC)N=CN2)C)=O N-cyclopropyl-5-(4-((3-ethyl-2-oxo-2,3-dihydro-1H-pyrimido[4,5,6-de]quinazolin-8-yl)methyl)piperazin-1-yl)-6-methylpicolinamide